N(=C=O)[C@H](C)C1=CC(=CC=C1)OC(F)(F)F 1-[(1R)-1-isocyanatoethyl]-3-(trifluoromethoxy)benzene